P(=O)(O)(O)O[C@@H](C(=O)[O-])[C@H](O)CO phosphoerythronate